3-[3-Methyl-2-oxo-4-(4-piperidyl)benzimidazol-1-yl]piperidine-2,6-dione CN1C(N(C2=C1C(=CC=C2)C2CCNCC2)C2C(NC(CC2)=O)=O)=O